O1CCC(CC1)C#CC=1SC(=CN1)C=1C=C2C=C(N=CC2=CC1)CN1CCN(CC1)C(C)=O 1-(4-((6-(2-((tetrahydro-2H-pyran-4-yl)ethynyl)thiazol-5-yl)isoquinolin-3-yl)methyl)piperazin-1-yl)ethan-1-one